O-methyl bisulfate S(OC)(O)(=O)=O